CC1(C2=CC=CC=C2C=2C(=CC=CC12)NC1=CC=C(C=C1)C1(C2=CC=CC=C2C=2C=CC=CC12)C1=CC=CC=C1)C 9,9-dimethyl-N-(4-(9-phenyl-9H-fluoren-9-yl)phenyl)-9H-fluoren-4-amine